CC=1C=C(N)C=CC1 3-methyl-aniline